ClC1=NC(=C(C2=C1N=CS2)C2=C(C=C(C=C2)F)OC)C=2C=NN(C2)C2CN(C2)C(C=C)=O 1-[3-[4-[4-chloro-7-(4-fluoro-2-methoxy-phenyl)thiazolo[4,5-c]pyridin-6-yl]pyrazol-1-yl]azetidin-1-yl]prop-2-en-1-one